OC(C1=NC(=NC(=C1)C1=CC=CC=C1)NS(=O)(=O)C1=CC=CC=C1)C1=CC=CC=C1 N-[4-[hydroxy(phenyl)methyl]-6-phenyl-pyrimidin-2-yl]benzenesulfonamide